6-((8-Azabicyclo[3.2.1]octan-3-yl)oxy)-7-methoxy-N-(3-methyl-4-((1-methyl-1H-benzo[d]imidazol-5-yl)oxy)phenyl)quinazolin-4-amine C12CC(CC(CC1)N2)OC=2C=C1C(=NC=NC1=CC2OC)NC2=CC(=C(C=C2)OC2=CC1=C(N(C=N1)C)C=C2)C